C(C)C(C(=O)[O-])CCCC.C(C)C(C(=O)[O-])CCCC.C(CCCCCCC)[Sn+2]CCCCCCCC dioctyltin di(ethylhexanoate)